C1=CC2=C(NN=C2C=C1)Br Bromoindazole